CC1=C(C(NC(=C1)C)=O)CN1C(C=2C(=C3C(=C(C2CC1)C1=CC=NC=C1)OC(O3)(C)[C@@H]3CC[C@H](CC3)N(C)C)C)=O 6-((4,6-dimethyl-2-oxo-1,2-dihydropyridin-3-yl)methyl)-2-(trans-4-(dimethylamino)cyclohexyl)-2,4-dimethyl-9-(pyridin-4-yl)-7,8-dihydro-[1,3]dioxolo[4,5-g]isoquinolin-5(6H)-one